(5'-phenyl-[1,1':3',1''-terphenyl]-4-yl)-boronic acid C1(=CC=CC=C1)C=1C=C(C=C(C1)C1=CC=C(C=C1)B(O)O)C1=CC=CC=C1